4-{4-[2-(dimethylamino)ethoxy]-2-oxo-2,3-dihydro-1H-1,3-benzodiazol-1-yl}-N-(3-methoxy-4-methylphenyl)cyclohexane-1-carboxamide Aluminum-Lithium [Li].[Al].CN(CCOC1=CC=CC=2N(C(NC21)=O)C2CCC(CC2)C(=O)NC2=CC(=C(C=C2)C)OC)C